C1=NC=CC2=C1N(C1=CC=CC=C21)COC2=CC=C(C(=O)NO)C=C2 4-((9H-pyrido[3,4-b]indol-9-yl)methoxy)-N-hydroxybenzoamide